[4-[4-amino-3-(4-phenoxyphenyl)pyrazolo[3,4-d]pyrimidin-1-yl]-1-piperidyl]-[1-(2-piperazin-1-ylpyrimidin-5-yl)-4-piperidyl]methanone NC1=C2C(=NC=N1)N(N=C2C2=CC=C(C=C2)OC2=CC=CC=C2)C2CCN(CC2)C(=O)C2CCN(CC2)C=2C=NC(=NC2)N2CCNCC2